(S)-8-(6-amino-5-((3,3-difluoro-2-methyl-2,3-dihydro-[1,2,4]triazolo[4,3-a]pyridin-5-yl)thio)pyrazin-2-yl)-2-oxo-8-azaspiro[4.5]decan-4-amine NC1=C(N=CC(=N1)N1CCC2([C@H](CC(C2)=O)N)CC1)SC1=CC=CC=2N1C(N(N2)C)(F)F